FC1=C(C=CC(=C1)OC(F)(F)F)N(C(=O)N[C@H]1[C@H]2CC[C@@H]([C@@H](C1)C)N2C2=NN=NN2)C 1-[2-fluoro-4-(trifluoromethoxy)phenyl]-1-methyl-3-[(1R,2R,4R,5S)-4-methyl-8-(1H-1,2,3,4-tetrazol-5-yl)-8-azabicyclo[3.2.1]octan-2-yl]urea